tert-butyl 4-{7-[6-(methoxymethoxy)-2,7-dimethylindazol-5-yl]-5-methyl-1,8-naphthyridin-3-yl}piperazine-1-carboxylate COCOC=1C(=CC2=CN(N=C2C1C)C)C1=CC(=C2C=C(C=NC2=N1)N1CCN(CC1)C(=O)OC(C)(C)C)C